FC1CC(N(C1)C(CC=1N=CNC1)=O)C(=O)NC(C1=CC=C(C=C1)C(C)C)C1=CC=CC=C1 4-fluoro-1-[2-(1H-imidazol-4-yl)acetyl]-N-{phenyl[4-(propan-2-yl)phenyl]methyl}pyrrolidine-2-carboxamide